C1(=CC=CC=C1)C1=NC2=CC(=CC(=C2C(C1OC1OCCCC1)=O)OC1OCCCC1)OC1OCCCC1 2-phenyl-3,5,7-tri-tetrahydropyranyloxyquinolin-4-one